6-(3-methoxy-2-methylphenyl)-2-(5-(1-methylpyrrolidin-3-ylamino)pyrimidin-2-yl)phthalazin-1(2H)-one COC=1C(=C(C=CC1)C=1C=C2C=NN(C(C2=CC1)=O)C1=NC=C(C=N1)NC1CN(CC1)C)C